C(=O)O.ClC=1C=C(C=CC1C(=O)N1CCN(CC1)C(CN1CCCC1)=O)NC(=O)C=1N(C(=CN1)C1=C(C(=C(C=C1)OC)F)F)C N-[3-chloro-4-[4-(2-pyrrolidin-1-ylacetyl)piperazine-1-carbonyl]phenyl]-5-(2,3-difluoro-4-methoxy-phenyl)-1-methyl-imidazole-2-carboxamide formate salt